C(C)(C)(C)OC(=O)N1C[C@H]([C@@H](C1)OC1=CC(=C2C(=N1)C(=CS2)C(NC)=O)C(F)(F)F)N(C)C |r| (+/-)-trans-3-(dimethylamino)-4-((3-(methylcarbamoyl)-7-(trifluoromethyl)thieno[3,2-b]pyridin-5-yl)oxy)pyrrolidine-1-carboxylic acid tert-butyl ester